ClC=1C=C(C=C(C1)C=1C=NC=CC1)[C@@H]1N(CCN(C1)S(=O)(=O)C)C(C#CC)=O (S)-1-(2-(3-chloro-5-(pyridin-3-yl)phenyl)-4-(methylsulfonyl)piperazin-1-yl)but-2-yn-1-one